OC1=C(C(=CC(=C1)C(F)(F)F)C)C1=NC=2C(=NC=C(N2)N2CC(C2)N(C(O)=O)C)N1C [1-[2-[2-hydroxy-6-methyl-4-(trifluoromethyl)phenyl]-1-methyl-imidazo[4,5-b]pyrazin-5-yl]azetidin-3-yl]-methyl-carbamic acid